C(C1=CC=CC=C1)N1CC=NC=C1 1-benzyl-1,4-diazine